BrC=1C=C2N(N=CC(=C2NC[C@H]2N(CCC2)C(=O)C2CC2)C(=NC2=C(C=C(C=C2)O[Si](C)(C)C(C)(C)C)CC)N)C1 6-bromo-4-[[[(S)-1-(cyclopropanecarbonyl)pyrrolidin-2-yl]methyl]amino]-N'-[4-[tert-butyl(dimethyl)silyl]oxy-2-ethyl-phenyl]pyrrolo[1,2-b]pyridazine-3-carboxamidine